FC=1C=C2C(=NN(C2=CC1N1CCC(CC1)CN1CCNCC1)C)C1C(NC(CC1)=O)=O 3-[5-Fluoro-1-methyl-6-[4-(piperazin-1-ylmethyl)-1-piperidyl]indazol-3-yl]piperidine-2,6-dione